N,N-dimethyl-4-pyridinamine CN(C)C1=CC=NC=C1